(2S,4r)-1-[(2S)-2-(4-cyclopropyl-triazol-1-yl)-3,3-dimethyl-butyryl]-N-[[(2r,3S)-2-(1-ethylpyrazol-4-yl)tetrahydropyran-3-yl]methyl]-4-hydroxy-pyrrolidine-2-carboxamide C1(CC1)C=1N=NN(C1)[C@H](C(=O)N1[C@@H](C[C@H](C1)O)C(=O)NC[C@H]1[C@@H](OCCC1)C=1C=NN(C1)CC)C(C)(C)C